ClC=1C=C(C=CC1OC)S(=O)(=O)N1CCC2(CC(CO2)NC[C@@H](COC=2C=C(C=CC2)S(=O)(=O)NC)O)CC1 3-((2S)-3-(8-(3-chloro-4-methoxyphenylsulfonyl)-1-oxa-8-azaspiro[4.5]decan-3-ylamino)-2-hydroxypropoxy)-N-methylbenzenesulfonamide